2-oxo-7-(trifluoromethoxy)-1,2-dihydroquinoline-3-carboxylate O=C1NC2=CC(=CC=C2C=C1C(=O)[O-])OC(F)(F)F